C1NCC12CC(C2)NS(=O)(=O)CC(C)(C)C N-(2-azaspiro[3.3]heptan-6-yl)-2,2-dimethyl-propane-1-sulfonamide